(7S)-9-(2,6-difluorophenyl)-3,7-dimethyl-18-thia-2,4,5,8-tetrazatetracyclo[8.8.0.02,6.011,17]octadeca-1(10),3,5,8,11(17)-pentaen-14-one FC1=C(C(=CC=C1)F)C1=N[C@H](C2=NN=C(N2C=2SC=3CCC(CCC3C12)=O)C)C